CC1=C(C=CC(=C1)C)S(=O)(=O)C=1N=NN2C1NC(C1=CC=C(C=C21)N2CCNCC2)=O 3-(2,4-dimethylbenzenesulfonyl)-8-(piperazin-1-yl)-4H,5H-[1,2,3]triazolo[1,5-a]quinazolin-5-one